FC1=CC=C(C=C1)N1NC=C2C=C3C(C=C12)=C(C(=N3)C(C)C)I (4-fluorophenyl)-7-iodo-6-isopropyl-1H-pyrrolo[2,3-f]indazole